OC\C=C(/C)\CCC=C(C)CCC=C(C)C E-farnesol